O1C(=CC=C1)C1=NC(=NC(=C1C(=O)O)NCC1=CC(=CC=C1)C(F)(F)F)NCCCOC 4-(2-furyl)-2-(3-methoxypropylamino)-6-[[3-(trifluoromethyl)phenyl]methylamino]pyrimidine-5-carboxylic acid